N-(Furan-3-ylmethyl)-10-hydroxy-N-methyl-10-((6-oxo-4-phenylpyrimidin-1(6H)-yl)methyl)-7-azaspiro[4.5]decane-7-carboxamide O1C=C(C=C1)CN(C(=O)N1CC2(CCCC2)C(CC1)(CN1C=NC(=CC1=O)C1=CC=CC=C1)O)C